C(#N)C1=CC=C(C=C1)NC(=S)N1CC2=C(NC=3C=CC(=CC23)C2=CC=C(C=C2)C)CC1 N-(4-cyanophenyl)-8-(p-tolyl)-1,3,4,5-tetrahydro-2H-pyrido[4,3-b]indole-2-carbothioamide